tert-butyl ((3S,4R)-1-(6-(((R)-2-amino-2-oxo-1-phenylethyl)thio)-3,5-dicyano-4-ethylpyridin-2-yl)-3-hydroxypiperidin-4-yl)carbamate NC([C@@H](C1=CC=CC=C1)SC1=C(C(=C(C(=N1)N1C[C@@H]([C@@H](CC1)NC(OC(C)(C)C)=O)O)C#N)CC)C#N)=O